ethyl 2-[(1S)-2-[tert-butyl(dimethyl)silyl]oxy-1-methyl-ethyl]-5-(2-trimethylsilylethoxymethoxy)pyrazole-3-carboxylate [Si](C)(C)(C(C)(C)C)OC[C@H](C)N1N=C(C=C1C(=O)OCC)OCOCC[Si](C)(C)C